C(N)(=O)C=1C(=NC(=C(N1)CC)NC1CCOCC1)NC=1C=C(C=CC1)C#CCNC([C@H](C)N(C(OC(C)(C)C)=O)C)=O (S)-tert-butyl (1-((3-(3-((3-carbamoyl-5-ethyl-6-((tetrahydro-2H-pyran-4-yl)amino)pyrazin-2-yl)amino)phenyl)prop-2-yn-1-yl)amino)-1-oxopropan-2-yl)(methyl)carbamate